OC(CN(CCCC(=O)OCCN1CCN(CC1)CCSSCCCCN(CC(CCCCCCC(=O)OCCCC)O)CC(CCCCCCC(=O)OCCCC)O)CC(CCCCC(OCCC(C)C)=O)O)CCCCC(=O)OCCC(C)C Dibutyl 9,9'-((4-((2-(4-(2-((4-(bis(2-hydroxy-7-(isopentyloxy)-7-oxoheptyl)amino)-butanoyl)oxy)ethyl)piperazin-1-yl)ethyl)disulfaneyl)butyl)azanediyl)bis(8-hydroxynonanoate)